Cl.ClC1=C(C=C(C=C1)N1CC(C2=NC(=CC=C21)C(=O)N2C(CN(CC2)C=2SC(=C(N2)C(=O)O)C)(C)C)(C)C)F 2-(4-(1-(4-chloro-3-fluorophenyl)-3,3-dimethyl-2,3-dihydro-1H-pyrrolo[3,2-b]pyridine-5-carbonyl)-3,3-dimethylpiperazin-1-yl)-5-methylthiazole-4-carboxylic acid hydrochloride